2,2,5,5-tetramethylhexan-3-one CC(C)(C(CC(C)(C)C)=O)C